1-(4-(3-(1-methoxyethyl)-1,2,4-oxadiazol-5-yl)piperidin-1-yl)-2-(4-methyl-1,2,5-oxadiazol-3-yl)ethan-1-one COC(C)C1=NOC(=N1)C1CCN(CC1)C(CC1=NON=C1C)=O